ClC1=C(C(=CC=C1)Cl)N1N2C(C3=C(C1=O)C=NC(=N3)NC3=CC(=C(C=C3)N3C[C@@H](N([C@@H](C3)C)C)C)C)=NC=C2 6-(2,6-dichlorophenyl)-2-((3-methyl-4-((3S,5R)-3,4,5-trimethylpiperazin-1-yl)phenyl)amino)imidazo[1,2-b]pyrimido[4,5-d]pyridazin-5(6H)-one